CN1C(C(CCC1(C)C)CCCCC(C(=O)O)(C(=O)O)CC1=CC(=C(C(=C1)C(C)(C)C)O)C(C)(C)C)(C)C.N1(CCC1)C=1C=C(C=CC1)[Ge](C1=CC=CC=C1)(C1=CC=CC=C1)C1=CC(=CC=C1)N1CCC1 bis(3-(azetidin-1-yl)phenyl)diphenylgermane (1,2,2,6,6-pentamethylpiperidyl)-(3',5'-di-t-butyl-4'-hydroxybenzyl)butylmalonate